CN1C2(C(C3=CC=CC=C13)(C)C)OC1=C(C=C2)C=CC=C1 1',3',3'-trimethylspiro[benzopyran-2,2'-indoline]